(S or R)-2-(3-((S or R)-1-(((S)-phenyl((R)-1,2,3,4-tetrahydro-1,5-naphthyridin-3-yl)methyl)amino)propan-2-yl)phenyl)propanoic acid C1(=CC=CC=C1)[C@H]([C@H]1CNC2=CC=CN=C2C1)NC[C@@H](C)C=1C=C(C=CC1)[C@@H](C(=O)O)C |o1:19,27|